hydroxyisobutyl-benzophenone OC=1C(=C(C(=O)C2=CC=CC=C2)C=CC1)CC(C)C